C(CCCCCCCCCCC)S(=O)(=O)OC=1C=C(C=CC1)NC(NC1=CC(=CC=C1)OS(=O)(=O)CCCCCCCCCCCC)=O bis-[3-(dodecanesulfonyloxy)phenyl]urea